3-Benzyl-1-(3-(4-(6-((2-(2,6-dioxopiperidin-3-yl)-1,3-dioxoisoindol-4-yl)amino)hexyl)piperazin-1-yl)phenyl)-1-((1r,4r)-4-(quinazolin-2-ylamino)cyclohexyl)urea C(C1=CC=CC=C1)NC(N(C1CCC(CC1)NC1=NC2=CC=CC=C2C=N1)C1=CC(=CC=C1)N1CCN(CC1)CCCCCCNC1=C2C(N(C(C2=CC=C1)=O)C1C(NC(CC1)=O)=O)=O)=O